(1R,3S,SR)-2-(2-(3-acetyl-5-(2-methylpyrimidin-5-yl)-1H-indazol-1-yl)acetyl)-N-((E)-2-fluoro-3-phenylallyl)-2-azabicyclo[3.1.0]hexane-3-carboxamide C(C)(=O)C1=NN(C2=CC=C(C=C12)C=1C=NC(=NC1)C)CC(=O)N1[C@@H]2C[C@H]2C[C@H]1C(=O)NC/C(=C\C1=CC=CC=C1)/F |&1:25|